6-(3-hydroxypropylamino)hexane-1,2,3,4,5-pentaol OCCCNCC(C(C(C(CO)O)O)O)O